vanadium sodium oxide compound with sodium [Na+].[O-2].[Na+].[V+5]